2,3-bis(2-mercaptoethylthio)propane-1-thiol SCCSC(CS)CSCCS